[K].C1(C=2C(C(N1)=O)=CC=CC2)=O phthalimide, potassium salt